C(C)(=O)ON1N=C(C=C1Br)Br (3,5-dibromo-1H-pyrazol-1-yl) acetate